IC=1N=C(N2N=C(C=C(C21)C(C)(C)S(=O)(=O)C)N2[C@@H](COCC2)C)I (R)-4-(5,7-diiodo-4-(2-(methylsulfonyl)propan-2-yl)imidazo[1,5-b]pyridazin-2-yl)-3-methylmorpholine